(Z)-eicosa-9-ene CCCCCCCC\C=C/CCCCCCCCCC